C(#N)C=1C=NN(C1)C[C@](C(=O)NC=1C=NC(=NC1)C#N)(C)O (S)-3-(4-Cyano-1H-Pyrazol-1-Yl)-N-(2-Cyanopyrimidin-5-Yl)-2-Hydroxy-2-Methylpropanamide